F[C@@H]1C[C@@]2(CCCN2C1)COC1=NC2=C(C(=CC=C2C(=N1)N1CCC(CC1)COC)C1=CC(=CC2=CC=C(C(=C12)C#C)F)O)F 4-(2-{[(2R,7aS)-2-fluoro-hexahydro-1H-pyrrolizin-7a-yl]methoxy}-8-fluoro-4-[4-(methoxymethyl)piperidin-1-yl]quinazolin-7-yl)-5-ethynyl-6-fluoronaphthalen-2-ol